ClC1=C(C=CC=C1F)C1(CC1)C1(NC(=NC(=N1)N)C1=CC=C2C=NN(C2=C1)C1OCCCC1)N 2-[1-(2-chloro-3-fluoro-phenyl)cyclopropyl]-6-(1-tetrahydropyran-2-ylindazol-6-yl)-1,3,5-triazine-2,4-diamine